N1(CCCCC1)C1CCN(CC1)C([C@@H](CC1=CC2=C(NC(O2)=O)C=C1Cl)NC(=O)N1CCC(CC1)N1C(NC2=CC=CC=C2C1)=O)=O (R)-4-(2-Oxo-1,4-dihydro-2H-quinazolin-3-yl)-piperidine-1-carboxylic acid [2-[1,4']bipiperidinyl-1'-yl-1-(5-chloro-2-oxo-2,3-dihydro-benzooxazol-6-ylmethyl)-2-oxo-ethyl]-amide